benzyl 4-((tert-butoxycarbonyl)amino)-2-azabicyclo[2.2.1]heptane-2-carboxylate C(C)(C)(C)OC(=O)NC12CN(C(CC1)C2)C(=O)OCC2=CC=CC=C2